CC1=CC=CC=2N(C(=NC21)C2=CC=C(C=C2)[N+](=O)[O-])CCCC2=CC=CC=C2 methyl-2-(4-nitrophenyl)-1-(3-phenylpropyl)-1H-benzo[d]Imidazole